2-(3-phenylureido)-phenylacetate C1(=CC=CC=C1)NC(NC1=C(C=CC=C1)CC(=O)[O-])=O